1,1,1-Triethoxyethan C(C)OC(C)(OCC)OCC